BrC=1C=C2C=CC=[N+](C2=CC1)[O-] 6-bromoquinoline 1-oxide